ClC=1C(N(C(=CC1OCC1=C(C=C(C=C1)F)F)C)CC1=CC=C(C(=O)N)C=C1)=O 4-{[3-chloro-4-[(2,4-difluorobenzyl)oxy]-6-methyl-2-oxopyridin-1(2H)-yl]methyl}benzamide